Undecyl (S)-2-(((S)-(((2R,3S,5R)-5-(6-amino-2-fluoro-9H-purin-9-yl)-2-ethynyl-3-hydroxytetrahydrofuran-2-yl) methoxy)(phenoxy)phosphoryl)amino)-3-(3,5-difluorophenyl)propanoate NC1=C2N=CN(C2=NC(=N1)F)[C@H]1C[C@@H]([C@@](O1)(C#C)CO[P@](=O)(OC1=CC=CC=C1)N[C@H](C(=O)OCCCCCCCCCCC)CC1=CC(=CC(=C1)F)F)O